1-(((cis)-1-((benzyloxy)carbonyl)-3,3-difluorohexahydropyrrolo[3,4-b]pyrrol-5(1H)-yl)methyl)cyclopropanecarboxylic acid C(C1=CC=CC=C1)OC(=O)N1[C@@H]2[C@H](C(C1)(F)F)CN(C2)CC2(CC2)C(=O)O